CN1C(=NN=C1)S[C@@H](C)C=1C=C(C=CC1)NC(=O)C=1N=C(C2=CC=CC=C2C1)C(F)(F)F (S)-N-(3-(1-((4-methyl-4H-1,2,4-triazol-3-yl)thio)ethyl)phenyl)-1-(trifluoromethyl)isoquinoline-3-carboxamide